ClC1=NC(=CC(=C1)C1CN(C[C@@H]2N1C(CC2)=O)C(=O)OC(C)(C)C)C2=NC=NC(=C2)C(NC)=O tertbutyl (8aR)-4-(2-chloro-6-(6-(methylcarbamoyl)pyrimidin-4-yl)pyridin-4-yl)-6-oxohexahydropyrrolo[1,2-a]pyrazine-2(1H)-carboxylate